2,5-dimethyl-2,5-di(tert-butyl-peroxy)-hexane CC(C)(CCC(C)(OOC(C)(C)C)C)OOC(C)(C)C